C1(CC1)CN(C(=O)C1CCCC1)C=1C(=C(C(=O)NCC=2C(NC(=CC2C)C)=O)C=C(C1)C=1C=NC(=CC1)N1CCC(CC1)N(C)C)C 3-(N-(cyclopropylmethyl)cyclopentanecarboxamido)-N-((4,6-dimethyl-2-oxo-1,2-dihydropyridin-3-yl)methyl)-5-(6-(4-(dimethylamino)piperidin-1-yl)pyridin-3-yl)-2-methylbenzamide